(2S,3S)-3-((tert-Butoxycarbonyl)amino)-3-(4-chlorophenyl)-2-methylpropanoic acid allyl ester C(C=C)OC([C@H]([C@@H](C1=CC=C(C=C1)Cl)NC(=O)OC(C)(C)C)C)=O